5-(3-morpholino-5-(benzenesulfonyl)phenyl)pyrimidin-2-amine O1CCN(CC1)C=1C=C(C=C(C1)S(=O)(=O)C1=CC=CC=C1)C=1C=NC(=NC1)N